[Si](C)(C)(C(C)(C)C)OC(C)C=1N=C(OC1)C 4-(1-((tert-butyldimethylsilyl)oxy)ethyl)-2-methyl-oxazole